COC=1C=C2CCC(C2=C(C1)OC)=O 5,7-dimethoxyindanone